(3-amino-4-(4-((5-fluoro-2-methoxybenzoylamino)methyl)phenyl)-1H-pyrazolo[4,3-c]pyridin-6-yl)benzoic acid NC1=NNC2=C1C(=NC(=C2)C2=C(C(=O)O)C=CC=C2)C2=CC=C(C=C2)CNC(C2=C(C=CC(=C2)F)OC)=O